ClC1=CC(=C(OCC2=CC=CC(=N2)OC2CCN(CC2)CC2=NC3=C(N2C[C@H]2OCC2)C=C(C=C3)C(=O)O)C=C1)F (S)-2-((4-((6-((4-chloro-2-fluorophenoxy)methyl)pyridin-2-yl)oxy)piperidin-1-yl)methyl)-1-(oxetane-2-ylmethyl)-1H-benzo[d]imidazole-6-carboxylic acid